NCC(C(=O)O)CC1=CC=C(C=C1)OC 3-amino-2-(4-methoxybenzyl)propionic acid